2-[1-[3-(2,6-dioxo-3-piperidinyl)-5-fluorophenyl]-4-piperidinyl]-acetaldehyde O=C1NC(CCC1C=1C=C(C=C(C1)F)N1CCC(CC1)CC=O)=O